butyl-N-((5-(5-(difluoromethyl)-1,3,4-oxadiazol-2-yl)pyridin-2-yl)methyl)-3-fluoro-N-(3-fluorophenyl)-[1,3'-biazetidine]-3-carboxamide C(CCC)C1N(CC1(C(=O)N(C1=CC(=CC=C1)F)CC1=NC=C(C=C1)C=1OC(=NN1)C(F)F)F)C1CNC1